(8-chloro-3-methoxynaphthalen-2-yl)boric acid ClC=1C=CC=C2C=C(C(=CC12)OB(O)O)OC